[S].FC1=CC=C(C=C1)C1=NN2C(CN(CC2)C(C)=O)=C1C1=NC(=NC=C1)C 1-(2-(4-fluorophenyl)-3-(2-methylpyrimidin-4-yl)-6,7-dihydropyrazolo[1,5-a]pyrazin-5(4H)-yl)ethan-1-one sulfur